CC=1C=C(C(=NC1C1=CC=CC=2N(C=NC21)C)C#N)NC2=CC=C1C(=N2)CN(C12CCOCC2)C 5-methyl-6-(1-methyl-1H-benzo[d]imidazol-4-yl)-3-((6'-methyl-2,3,5,6,6',7'-hexahydrospiro[pyran-4,5'-pyrrolo[3,4-b]pyridin]-2'-yl)amino)picolinonitrile